C1(CCCCC1)C1(C=2C(=NC(=N1)NC1=C(C=C(C=C1)N1CCOCC1)OC)NNC2C2=CC1=C(N=C(O1)C)C=C2)N 4-Cyclohexyl-N6-(2-methoxy-4-morpholinophenyl)-3-(2-methylbenzo[d]oxazol-6-yl)-1H-pyrazolo[3,4-d]pyrimidine-4,6-diamine